The molecule is a branched tetrasaccharide consisting of an alpha-L-Rha-(1->3)-alpha-L-Rha-(1->3)-beta-D-GlcNAc trisaccharide chain, to the central rhamnose residue is also linked alpha(1->4) a D-glucose residue. Derived from the Shigella liposaccharide O-antigen, it has antigenic properties. It has a role as an antigen. C[C@H]1[C@@H]([C@H]([C@H]([C@@H](O1)O[C@H]2[C@H]([C@@H](O[C@H]([C@@H]2O[C@@H]3[C@@H]([C@H]([C@@H]([C@H](O3)CO)O)O)O)C)O[C@@H]4[C@H]([C@@H](O[C@@H]([C@H]4O)CO)O)NC(=O)C)O)O)O)O